C(C)NC(=O)OCCOC(C(=C)C)=O 2-[(Ethylcarbamoyl)-oxy]-ethylmethacrylat